4-(Thiophen-3-yl)-9-(2,3,5-tri-O-benzoyl-β-D-ribofuranosyl)-9H-pyrido[4',3':4,5]pyrrolo[2,3-d]pyrimidine S1C=C(C=C1)C=1C2=C(N=CN1)N(C1=C2C=CN=C1)[C@H]1[C@H](OC(C2=CC=CC=C2)=O)[C@H](OC(C2=CC=CC=C2)=O)[C@H](O1)COC(C1=CC=CC=C1)=O